Tert-butyl N-[2-[2-[2-[4-[[[2-(2,6-dioxo-3-piperidyl)-1,3-dioxo-isoindolin-4-yl]amino]methyl] triazol-1-yl]ethoxy]ethoxy]ethyl]carbamate O=C1NC(CCC1N1C(C2=CC=CC(=C2C1=O)NCC=1N=NN(C1)CCOCCOCCNC(OC(C)(C)C)=O)=O)=O